zirconium oxide [O-2].[Zr+4].[O-2]